6-(1,3-dimethyl-1H-pyrazol-4-yl)-4-(((3S,5S)-5-fluoropiperidin-3-yl)amino)pyrido[3,2-d]pyrimidine-8-carboxamide CN1N=C(C(=C1)C=1C=C(C=2N=CN=C(C2N1)N[C@@H]1CNC[C@H](C1)F)C(=O)N)C